2-{5-[3-(3-methylphenyl)-2,4,6-trioxa-1,3,5-triazin-1-yl]-2-phenoxyphenoxy}acetic acid ethyl ester C(C)OC(COC1=C(C=CC(=C1)N1ON(ONO1)C1=CC(=CC=C1)C)OC1=CC=CC=C1)=O